5-(2-(((3R,4R)-3-fluoro-1-((1-methyl-1H-imidazol-4-yl)sulfonyl)piperidin-4-yl)amino)-5-(trifluoromethyl)pyrimidin-4-yl)isothiazole-3-carboxamide F[C@@H]1CN(CC[C@H]1NC1=NC=C(C(=N1)C1=CC(=NS1)C(=O)N)C(F)(F)F)S(=O)(=O)C=1N=CN(C1)C